3-((5-bromopyridin-3-yl)amino)piperidine-2,6-dione BrC=1C=C(C=NC1)NC1C(NC(CC1)=O)=O